C/C(/C(=O)[O-])=C\C(=O)[O-] methylfumarate